3-(1-(((3-((3-chloro-4-methylphenyl)amino)propyl)amino)methyl)-4-oxo-4H-thieno[3,4-c]pyrrol-5(6H)-yl)piperidine-2,6-dione ClC=1C=C(C=CC1C)NCCCNCC=1SC=C2C1CN(C2=O)C2C(NC(CC2)=O)=O